4-((4-(3-Hydroxy-3-methylbutyl)pyridin-3-yl)amino)-N-(4-(4-methylpiperazin-1-yl)phenyl)-2-oxo-1,2-dihydropyridine-3-carboxamide OC(CCC1=C(C=NC=C1)NC1=C(C(NC=C1)=O)C(=O)NC1=CC=C(C=C1)N1CCN(CC1)C)(C)C